methyl 5-[2-(1,3-dioxolan-2-yl)-3-[(4-methoxy-phenyl)methoxy] phenoxymethyl]-2-methylpyrazole-3-carboxylate O1C(OCC1)C1=C(OCC=2C=C(N(N2)C)C(=O)OC)C=CC=C1OCC1=CC=C(C=C1)OC